N,N-dimethyloctacosa-19,22-dien-7-amine CN(C(CCCCCC)CCCCCCCCCCCC=CCC=CCCCCC)C